(1R,3S,5R)-2-(2-(4-amino-6-(hydroxymethyl)-9H-pyrimido[4,5-b]indol-9-yl)acetyl)-N-(6-bromopyridin-2-yl)-2-azabicyclo[3.1.0]hexane-3-carboxamide NC1=NC=NC=2N(C3=CC=C(C=C3C21)CO)CC(=O)N2[C@@H]1C[C@@H]1C[C@H]2C(=O)NC2=NC(=CC=C2)Br